C1(CCCCC1)CNC(=O)N1CCC2(C(C2)CNC(=O)C2=CC=3C(=CN=CC3)O2)CC1 N-[[6-(cyclohexylmethylcarbamoyl)-6-azaspiro[2.5]octan-2-yl]methyl]furo[2,3-c]pyridine-2-carboxamide